Tert-butyl (R)-5,5-difluoro-2-(1-(6-(indolin-4-yl)pyridin-3-yl)ethyl)-2,7-diazaspiro[3.5]nonane-7-carboxylate FC1(C2(CN(C2)[C@H](C)C=2C=NC(=CC2)C2=C3CCNC3=CC=C2)CCN(C1)C(=O)OC(C)(C)C)F